2,6-dibromo-4-(1,3-dioxolan-2-yl)pyridine BrC1=NC(=CC(=C1)C1OCCO1)Br